ClC=1C=C(CNS(=O)(=O)CCCOCCNC(OC(C)(C)C)=O)C=CC1 tert-Butyl (2-(3-(N-(3-chlorobenzyl)sulfamoyl)propoxy)ethyl)carbamate